2-amino-N-[(4-chlorophenyl)methyl]-N'-hydroxypropanediamide NC(C(=O)NCC1=CC=C(C=C1)Cl)C(=O)NO